OC1=CC=C(C=2C(C3=CC=CC=C3C(C12)=O)=O)O 1,4-dihydroxyl-9,10-anthraquinone